4-{[6-(5-chloro-2-fluorophenyl)-2H,3H,4H-pyrido[3,2-b][1,4]-oxazin-8-yl]amino}-N-[2-(morpholin-4-yl)ethyl]pyridine-3-carboxamide ClC=1C=CC(=C(C1)C=1C=C(C=2OCCNC2N1)NC1=C(C=NC=C1)C(=O)NCCN1CCOCC1)F